BrC=1C=CC2=C(C(=C(O2)C(NC2CC2)=O)COC2=C(C=CC=C2)CC(=O)OCC)C1 ethyl 2-(2-((5-bromo-2-(cyclopropylcarbamoyl)benzofuran-3-yl)methoxy)phenyl)acetate